N,N-Diethylphenylacetamide C(C)N(C(CC1=CC=CC=C1)=O)CC